CC(C[C@H]1[C@@H](CC2=CNC3=CC=CC1=C23)NC)C=O The molecule is an ergot alkaloid that is 1,3,4,5-tetrahydrobenzo[cd]indole which is substituted at position 4 by a methylamino group and at position 5 by a 2-methyl-3-oxopropyl group (the 4R,5R diastereoisomer). It is an ergot alkaloid, an organic heterotricyclic compound and an aldehyde. It is a conjugate base of a dihydrochanoclavine-I aldehyde(1+).